FC(C=1C(=CC=C2C(C([C@@](C12)(O)[2H])(F)F)(F)F)OC=1C=NC=C(C1)F)F (R)-7-(difluoromethyl)-2,2,3,3-tetrafluoro-6-((5-fluoropyridin-3-yl)oxy)-2,3-dihydro-1H-inden-1-d-1-ol